10-benzoyl-6,9-dicyano-7,8-difluoro-1,2,3,4-tetrahydropyrimidino[1,2-a]indole C(C1=CC=CC=C1)(=O)C1=C2N(C=3C(=C(C(=C(C13)C#N)F)F)C#N)CCCN2